C(CC\C=C/C\C=C/CC)=O (4Z,7Z)-deca-4,7-dienal